N[C@@H]1C[C@H](CCC1)NC1=NC=C(C(=N1)C1=CNC2=C(C(=CC=C12)C#N)Br)C(F)(F)F trans-3-(2-((3-aminocyclohexyl)amino)-5-(trifluoromethyl)pyrimidin-4-yl)-7-bromo-1H-indole-6-carbonitrile